tetrahydrothiophene-2-carboxylic acid 1,3-dioxoisoindolin-2-yl ester O=C1N(C(C2=CC=CC=C12)=O)OC(=O)C1SCCC1